C(C(C)C)OC1CC(CNC1)C(=O)OC Methyl 5-isobutoxypiperidine-3-carboxylate